(S)-tert-Butyl(1-(3-((1-(3-bromonaphthalen-1-yl)cyclopropyl)carbamoyl)-4-methylphenoxy)propan-2-yl)carbamate C(C)(C)(C)OC(N[C@H](COC1=CC(=C(C=C1)C)C(NC1(CC1)C1=CC(=CC2=CC=CC=C12)Br)=O)C)=O